2-[1-[6-fluoro-2-(5-fluoroisoindolin-2-yl)-3-methyl-4-oxo-chromen-8-yl]ethylamino]benzoic acid FC=1C=C2C(C(=C(OC2=C(C1)C(C)NC1=C(C(=O)O)C=CC=C1)N1CC2=CC=C(C=C2C1)F)C)=O